2-(diphenylphosphoryl)phenol C1(=CC=CC=C1)P(=O)(C1=CC=CC=C1)C1=C(C=CC=C1)O